4-(6-(4-Amino-4-(indoline-1-carbonyl)piperidin-1-yl)pyridin-3-yl)-6-(2-hydroxy-2-methylpropoxy)pyrazolo[1,5-a]pyridine-3-carbonitrile NC1(CCN(CC1)C1=CC=C(C=N1)C=1C=2N(C=C(C1)OCC(C)(C)O)N=CC2C#N)C(=O)N2CCC1=CC=CC=C21